2,6-di-t-butyl-hydroquinone C(C)(C)(C)C1=C(O)C(=CC(=C1)O)C(C)(C)C